IC1=NC(=NS1)CI 5-iodo-3-(iodomethyl)-1,2,4-thiadiazole